COC1=C(C=CC=C1)S(=O)(=O)NC 2-methoxy-N-methyl-benzenesulfonamide